(isopropylsalicyloyl)phenylsilane C(C)(C)OC=1C(C(=O)[SiH2]C2=CC=CC=C2)=CC=CC1